(R)-5-Bromo-3-(1-cyclopropylethyl)bicyclo[4.2.0]octa-1(6),2,4-trien-2-amine BrC1=CC(=C(C=2CCC12)N)[C@H](C)C1CC1